C(=O)(OC(C)(C)C)C1C(N(CCC1CCCC1CC(N(CC1)CCC(=O)O)CCC(=O)O)CCC(=O)O)(CCC(=O)O)C(=O)OC(C)(C)C bis-boc-4,4'-trimethylenedipiperidinebispropanoic acid